N-(2-(1-((5-(2,6-dioxopiperidin-3-yl)-2-fluoropyridin-3-yl)methyl)piperidin-4-yl)-5-(2-hydroxypropan-2-yl)benzo[d]thiazol-6-yl)-6-(trifluoromethyl)nicotinamide O=C1NC(CCC1C=1C=C(C(=NC1)F)CN1CCC(CC1)C=1SC2=C(N1)C=C(C(=C2)NC(C2=CN=C(C=C2)C(F)(F)F)=O)C(C)(C)O)=O